FC(C1=NC(=NO1)C1=CC=C(C=C1)N1N=CC(=C1)CNS(=O)(=O)C=1C=NC=CC1)(F)F N-((1-(4-(5-(trifluoromethyl)-1,2,4-oxadiazol-3-yl)phenyl)-1H-pyrazol-4-yl)methyl)pyridine-3-sulfonamide